F[C@@H]1C[C@H](CC[C@H]1O)NC(OCC1=CC=CC=C1)=O Benzyl ((1S,3R,4R)-3-fluoro-4-hydroxycyclohexyl)carbamate